3-((4-Methoxyphenyl)amino)-N-(2-morpholinoethyl)quinoxaline-2-carboxamid COC1=CC=C(C=C1)NC=1C(=NC2=CC=CC=C2N1)C(=O)NCCN1CCOCC1